4-fluoro-2-methylphenyl-4-isopropylisoquinolin-1(2H)-one FC1=CC(=C(C=C1)N1C(C2=CC=CC=C2C(=C1)C(C)C)=O)C